3-(5-bromo-3-pyridyl)-[1,2,4]triazolo[4,3-a]pyridine BrC=1C=C(C=NC1)C1=NN=C2N1C=CC=C2